CC1=C(C=CC(=C1)CNC1=C2C(=NC=N1)N(N=C2)C)S(=O)(=O)N 2-Methyl-4-(((1-methyl-1H-pyrazolo[3,4-d]pyrimidin-4-yl)amino)methyl)-benzenesulfonamide